C[C@@H](C(=O)NCC(=O)O)N The molecule is a dipeptide formed from L-alanyl and glycine residues. It has a role as a metabolite. It is a tautomer of an Ala-Gly zwitterion.